FC1(CN(C1)C1=NC=C(C=N1)NC(=O)N[C@@H](C(C)C)C=1OC2=C(C1C)C=C(C=C2)F)F (S)-1-(2-(3,3-difluoroazetidin-1-yl)pyrimidin-5-yl)-3-(1-(5-fluoro-3-methylbenzofuran-2-yl)-2-methylpropyl)urea